(2-methoxy-1,1-dimethyl-ethyl) 2-[(1,3-dihydropyrrolo[3,4-c]pyridine-2-carbonylamino)methyl]-6-azaspiro[2.5]octane-6-carboxylate C1N(CC=2C=NC=CC21)C(=O)NCC2CC21CCN(CC1)C(=O)OC(COC)(C)C